(6-{3-Azabicyclo[3.1.0]hex-3-yl}-2-methylpyridin-3-yl)methanol C12CN(CC2C1)C1=CC=C(C(=N1)C)CO